(3R,6S)-7-(difluoromethoxy)-2-methyl-2,3,5,6-tetrahydro-3,6-methanobenzo[c]azocine-1,4-dione FC(OC1=CC=CC=2C(N([C@H]3C(C[C@@H](C21)C3)=O)C)=O)F